C1(CC1)C1=NC=NC(=C1C=1N=NC(=C(N1)N(C)CC1=CC=C(C=C1)C=1N(C=C(N1)C(F)(F)F)C(C)C)C)OC 3-(4-cyclopropyl-6-methoxypyrimidin-5-yl)-N-(4-(1-isopropyl-4-(trifluoromethyl)-1H-imidazol-2-yl)benzyl)-N,6-dimethyl-1,2,4-triazin-5-amine